C(C1CCC(CC1)N=C=N)C1CCC(CC1)N=C=N 4,4'-methylenebis(cyclohexylcarbodiimide)